2,5-di-t-butylphenyl propionate C(CC)(=O)OC1=C(C=CC(=C1)C(C)(C)C)C(C)(C)C